(3-hydroxy-2-isopropoxy-4-(((R)-3-oxoisoxazolidin-4-yl)carbamoyl)phenyl)succinamide OC=1C(=C(C=CC1C(N[C@H]1C(NOC1)=O)=O)C(C(=O)N)CC(=O)N)OC(C)C